CCCCC/C=C\C/C=C\C/C=C\CCCCC(=O)O[C@H](COC(=O)CCCCCCC/C=C\CCCC)COP(=O)(O)OC[C@H](CO)O 1-(9Z-tetradecenoyl)-2-(6Z,9Z,12Z-octadecatrienoyl)-glycero-3-phospho-(1'-sn-glycerol)